5-(benzylthio)-1H-tetrazole C(C1=CC=CC=C1)SC1=NN=NN1